The molecule is a dipeptide that is the N-(L-phenylalanyl) derivative of L-serine. It has a role as a metabolite. It derives from a L-phenylalanine and a L-serine. C1=CC=C(C=C1)C[C@@H](C(=O)N[C@@H](CO)C(=O)O)N